3-bromo-4-chloro-7-fluoro-1-tetrahydropyran-3-yl-indazole BrC1=NN(C2=C(C=CC(=C12)Cl)F)C1COCCC1